Di-2-Propynyl Carbonate C(OCC#C)(OCC#C)=O